ethoxytributoxytitanium C(C)O[Ti](OCCCC)(OCCCC)OCCCC